BrC=1C(=CC(=NC1)Cl)OC1CC1 5-bromo-2-chloro-4-cyclopropoxypyridine